C1=C2C(C=3C(=CC(C4=C5C=CC=CC5=CC34)=O)C2=CC=C1)=O 6,12-indenofluorenedione